2-methoxy-3-methylphenol COC1=C(C=CC=C1C)O